C1(CC1)S(=O)(=O)NC=1SC=C(N1)C(C(=O)NC1=CC=C(C=N1)C=1C=NC=C(C1)F)CC 2-(2-(cyclopropanesulfonylamino)thiazol-4-yl)-N-(5'-fluoro-[3,3'-bipyridin]-6-yl)butyramide